CS(=O)(=O)OC1=CC(=CC(=C1)[N+](=O)[O-])C.[Na] sodium (3-methyl-5-nitrophenyl) methylsulphonate